3-(6-amino-5-carbamoyl-4'-sulfamoyl-[1,1'-biphenyl]-3-yl)prop-2-yn-1-yl-4-methylbenzoic acid NC1=C(C=C(C=C1C1=CC=C(C=C1)S(N)(=O)=O)C#CCC1=C(C(=O)O)C=CC(=C1)C)C(N)=O